[N-](S(=O)(=O)C(F)(F)F)S(=O)(=O)C(F)(F)F.C(C)[N+](CCCCCCCCCCCC)(CCO)CCO ethyl-bis(2-hydroxyethyl)-dodecylammonium bis(trifluoromethanesulfonyl)imide salt